2,2'-(perfluoronaphthalen-2,6-diyl)dipropanedinitrile FC1=C(C(=C(C2=C(C(=C(C(=C12)F)F)C(C#N)C#N)F)F)F)C(C#N)C#N